FC1=CC=C(C=C1)N1CCN(CC1)CC[C@@H]1OC(C2(C1)CCN(CC2)C([C@H](C)NC(OC(C)(C)C)=O)=O)=O tert-butyl ((S)-1-((R)-3-(2-(4-(4-fluorophenyl)piperazin-1-yl)ethyl)-1-oxo-2-oxa-8-azaspiro[4.5]decan-8-yl)-1-oxopropan-2-yl)carbamate